2-methylbenzoisothiazole CN1SC2=C(C1)C=CC=C2